diethyl 2,5-diethoxy terephthalate CCOC1=CC(=C(C=C1C(=O)OCC)OCC)C(=O)OCC